N-(4-(4-amino-5-(3-fluoro-4-((1-oxo-1λ6-thiophene-1-ylidene)amino)phenyl)-7-methyl-7H-pyrrolo[2,3-d]pyrimidin-6-yl)-3-methylphenyl)methacrylamide NC=1C2=C(N=CN1)N(C(=C2C2=CC(=C(C=C2)N=S2(C=CC=C2)=O)F)C2=C(C=C(C=C2)NC(C(=C)C)=O)C)C